2-(3-methylbenzo[d]isoxazol-7-yl)-2-(3-(5-(5,6,7,8-tetrahydro-1,8-naphthyridin-2-yl)pentyloxy)azetidin-1-yl)acetic acid CC1=NOC2=C1C=CC=C2C(C(=O)O)N2CC(C2)OCCCCCC2=NC=1NCCCC1C=C2